R-ketoacetate O=CC(=O)[O-]